N2-(4-(4,4-difluoropiperidin-1-yl)phenyl)-N4-(1H-indazol-6-yl)-5-methylpyrimidine-2,4-diamine FC1(CCN(CC1)C1=CC=C(C=C1)NC1=NC=C(C(=N1)NC1=CC=C2C=NNC2=C1)C)F